C(C)NC1(CC=C(C(=O)OCC)C=C1)NCC ethyl 4,4-diethylaminobenzoate